methyl 2-(2-acetamido-4-(2-formamidophenyl)-4-oxobutanamido)-4-(2-formamidophenyl)-4-oxobutanoate C(C)(=O)NC(C(=O)NC(C(=O)OC)CC(=O)C1=C(C=CC=C1)NC=O)CC(=O)C1=C(C=CC=C1)NC=O